C(C)OC(=O)N1CC=2C(=NC3=CC(=NN3C2C1)C)C 2,5-Dimethyl-6,8-dihydro-1,4,7,8b-tetraaza-as-indacene-7-carboxylic acid ethyl ester